NN1C(=NC(=C1C(=O)N)C1=CC=C(C=C1)C(NC1=NC=CC(=C1)OC)=O)[C@H]1N(CCC1)C(C=C(C)C)=O (S)-1-amino-4-(4-((4-methoxypyridin-2-yl)carbamoyl)phenyl)-2-(1-(3-methylbut-2-enoyl)pyrrolidin-2-yl)-1H-imidazole-5-carboxamide